[B].[Fe].[Al] Aluminum-iron-boron